CN(C(=O)[C@@H]1CC12CCN(CC2)C(=O)OC(C(F)(F)F)C(F)(F)F)C2=NC=CC=C2 |r| 1,1,1,3,3,3-hexafluoropropan-2-yl (±)-1-(methyl(pyridin-2-yl)carbamoyl)-6-azaspiro[2.5]octane-6-carboxylate